2,5,6-trichloro-1,3,4-triazine ClC1=NC(=C(N=N1)Cl)Cl